C(#N)CNC(C1=CN=C(C=C1N[C@@H](C)CCO)NC1=NC(=NC=C1)C=1C=NN(C1O)C)=O (S)-N-(cyanomethyl)-6-((2-(5-hydroxy-1-methyl-1H-pyrazol-4-yl)pyrimidin-4-yl)amino)-4-((4-hydroxybut-2-yl)amino)nicotinamide